COC(=O)N1C[C@]2(C[C@H]2CC1)C1=CC(=NC=2N1N=C(C2F)[C@@H]2CC[C@H](CC2)C(F)(F)F)C (1R,6S)-1-{3-fluoro-5-methyl-2-[trans-4-(trifluoromethyl)cyclohexyl]pyrazolo[1,5-a]pyrimidin-7-yl}-3-azabicyclo[4.1.0]heptane-3-carboxylic acid methyl ester